1-(3-chloro-5-{[4-(4-chlorothien-2-yl)-5-(4-cyclohexylpiperazin-1-yl)-1,3-thiazol-2-yl]carbamoyl}pyridin-2-yl)piperidine-4-carboxylic acid ClC=1C(=NC=C(C1)C(NC=1SC(=C(N1)C=1SC=C(C1)Cl)N1CCN(CC1)C1CCCCC1)=O)N1CCC(CC1)C(=O)O